(S)-4,5-Dimethyl-2-(((6-((6-(trifluoromethyl)pyridin-3-yl)oxy)pyridin-3-yl)methyl)amino)-4,5,9,10-Tetrahydro-6H,8H-pyrido[3,2,1-de]pteridine-6-one CN1[C@H](C(N2C3=C(N=C(N=C13)NCC=1C=NC(=CC1)OC=1C=NC(=CC1)C(F)(F)F)CCC2)=O)C